(R)-5-fluoro-2-((1-(2-(isoindolin-2-yl)-3,7-dimethyl-4-oxo-4H-pyrido[1,2-a]pyrimidin-9-yl)ethyl)amino)benzoic acid FC=1C=CC(=C(C(=O)O)C1)N[C@H](C)C1=CC(=CN2C1=NC(=C(C2=O)C)N2CC1=CC=CC=C1C2)C